N-lauryl-β-aminobutyric acid C(CCCCCCCCCCC)NC(CC(=O)O)C